CC([C@H](S)[C@H](O)[C@H](O)CO)O methylthioribitol